C(CCC)[Si](C1=CC=C(C=C1)P(N(P(C1=C(C=CC=C1)OC(F)(F)F)C1=CC=C(C=C1)[Si](CCCC)(CCCC)CCCC)C(C)C)C1=CC=C(C=C1)[Si](CCCC)(CCCC)CCCC)(CCCC)CCCC N-(bis(4-(tributylsilyl)phenyl)phosphaneyl)-N-isopropyl-1-(4-(tributylsilyl)phenyl)-1-(2-(trifluoromethoxy)phenyl)phosphanamine